NCCC1NCCCC1 2-(2-Aminoethyl)piperidine